OC1=C(C=CC(=C1)C(F)(F)F)C1=C2C(=C(N=N1)NCCC)C=NC=C2 (2R)-3-[[1-[2-hydroxy-4-(trifluoromethyl)phenyl]pyrido[3,4-d]pyridazin-4-yl]amino]propane